2-(2,6-dioxopiperidin-3-yl)isoindoline-1,3-dion O=C1NC(CCC1N1C(C2=CC=CC=C2C1=O)=O)=O